C1(OC(C23C14CCCCC41C3(C(OC1=O)=O)CCCC2)=O)=O octahydro-1H,3H,8H,10H-biphenyleno[4a,4b-c:8a,8b-c']difuran-1,3,8,10-tetron